C1(=CC=CC=C1)P(=O)(OC1=C(C2=CC=CC=C2C=C1)C1=C(C=CC2=CC=CC=C12)OP(=O)(C1=CC=CC=C1)C1=CC=CC=C1)C1=CC=CC=C1 2,2'-bis(diphenylphosphinyloxy)-1,1'-binaphthyl